(2S)-N-[(3S)-9-fluoro-2-oxo-5-phenyl-1,3-dihydro-1,4-benzodiazepine-3-yl]-6-(2-fluorophenyl)-2-methyl-2,3-dihydropyrazolo[5,1-b][1,3]Oxazole-7-carboxamide FC1=CC=CC=2C(=N[C@@H](C(NC21)=O)NC(=O)C=2C(=NN1C2O[C@H](C1)C)C1=C(C=CC=C1)F)C1=CC=CC=C1